tert-butyl 8-(2-(2-(3,4-dichlorophenyl)-2,2-difluoroacetyl)hydrazine-1-carbonyl)-6-azaspiro[3.4]octane-6-carboxylate ClC=1C=C(C=CC1Cl)C(C(=O)NNC(=O)C1CN(CC12CCC2)C(=O)OC(C)(C)C)(F)F